C(C)C1=NC=CC=C1[C@@H](C)N1C[C@H](N(CC1)C1=C(C(NN=C1)=O)C#N)C 5-[(2R)-4-[(1R)-1-(2-ethylpyridin-3-yl)ethyl]-2-methylpiperazin-1-yl]-3-oxo-2,3-dihydropyridazin-4-carbonitrile